OC(CNCC1CN(C1)C(C)=O)(CO)CO 1-(3-(((2,3-dihydroxy-2-(hydroxymethyl)propyl)amino)methyl)azetidin-1-yl)ethan-1-one